6-(3-(trifluoromethoxy)azetidin-1-yl)quinoline-4-carboxylic acid FC(OC1CN(C1)C=1C=C2C(=CC=NC2=CC1)C(=O)O)(F)F